(2,4-bis((12-((2-decyltetradecyl)oxy)dodecyl)oxy)phenyl)methanol C(CCCCCCCCC)C(COCCCCCCCCCCCCOC1=C(C=CC(=C1)OCCCCCCCCCCCCOCC(CCCCCCCCCCCC)CCCCCCCCCC)CO)CCCCCCCCCCCC